[C@H]12[C@@H]3N(C[C@@H]3[C@H](CC1)C2)C2=C(C(=O)N)C=CC=N2 2-((1S,2S,5S,6R)-3-azatricyclo[4.2.1.02,5]nonan-3-yl)nicotinamide